NC1=NC=NN2C1=C(C=C2C=2C=NC(=C(C(=O)N[C@@H]1CN(C[C@@H]1F)CC(CC(F)(F)F)O)C2)OC)C(F)(F)F 5-(4-Amino-5-(trifluoromethyl)pyrrolo[2,1-f][1,2,4]triazin-7-yl)-N-((3R,4S)-4-fluoro-1-(4,4,4-trifluoro-2-hydroxybutyl)pyrrolidin-3-yl)-2-methoxynicotinamid